COC=1C=NC(=NC1)C#CC1=C2C=C(N=CC2=CC=N1)NC1=CC=C(C=C1)S(=O)(=O)C 5-((5-methoxypyrimidin-2-yl)ethynyl)-N-(4-(methylsulfonyl)phenyl)-2,6-naphthyridin-3-amine